FC(C1=NN(C=C1NC(=O)C=1C=NN2C1N=C(C=C2)N2CCOCC2)C2CCN(CC2)CC2=CC=C(C=C2)NC2C(NC(CC2)=O)=O)F N-(3-(difluoromethyl)-1-(1-(4-((2,6-dioxopiperidin-3-yl)amino)benzyl)piperidin-4-yl)-1H-pyrazol-4-yl)-5-morpholinopyrazolo[1,5-a]pyrimidine-3-carboxamide